1-(4,5-dichloro-2-iodo-phenyl)-3-[(1S)-1-(2-pyrimidin-2-yl-1,2,4-triazol-3-yl)ethyl]urea ClC1=CC(=C(C=C1Cl)NC(=O)N[C@@H](C)C=1N(N=CN1)C1=NC=CC=N1)I